(R)-6-(4-chlorobenzyl)-9-isopropyl-2-(2-methylpyridin-4-yl)-2,6,9-triazaspiro[4.5]decane-7,10-dione ClC1=CC=C(CN2[C@@]3(CCN(C3)C3=CC(=NC=C3)C)C(N(CC2=O)C(C)C)=O)C=C1